O1C(=CC=C1)C1=NC(NN1)=S 5-(furan-2-yl)-1,2-dihydro-3H-1,2,4-triazole-3-thione